5-[(5'S,7a'R)-5'-(2-fluorophenyl)-3'-oxotetrahydro-1H,3'H-spiro[piperidine-4,2'-pyrrolo[2,1-b][1,3]oxazol]-1-yl][1,2,4]triazolo[1,5-a]pyridine-8-carbonitrile FC1=C(C=CC=C1)[C@@H]1CC[C@H]2OC3(C(N21)=O)CCN(CC3)C3=CC=C(C=2N3N=CN2)C#N